1-(4-(6-chloro-8-fluoro-7-(3-hydroxy-naphthalen-1-yl)-2-morpholino-quinazolin-4-yl)piperazin-1-yl)prop-2-en-1-one ClC=1C=C2C(=NC(=NC2=C(C1C1=CC(=CC2=CC=CC=C12)O)F)N1CCOCC1)N1CCN(CC1)C(C=C)=O